ClC1=C2C=CC=NC2=C(C=C1)OCC(=O)O 5-chloro-8-quinolinoxyacetic acid